(3-phenyl-1H-inden-1-ylidene)(4,5-dichloro-1,3-diethyl-1,3-dihydro-2H-imidazol-2-ylidene)ruthenium (II) C1(=CC=CC=C1)C1=CC(C2=CC=CC=C12)=[Ru-2]=C1N(C(=C(N1CC)Cl)Cl)CC